1,3-Bis(1-isocyanato-1-methylethyl)benzene (S)-tert-butyl-((5-chloro-6-fluoro-2-phenyl-4-(4,4,5,5-tetramethyl-1,3,2-dioxaborolan-2-yl)-2,3-dihydrobenzofuran-2-yl)methyl)carbamate C(C)(C)(C)N(C(O)=O)C[C@@]1(OC2=C(C1)C(=C(C(=C2)F)Cl)B2OC(C(O2)(C)C)(C)C)C2=CC=CC=C2.N(=C=O)C(C)(C)C2=CC(=CC=C2)C(C)(N=C=O)C